N1-(methyl-d3)benzene-1,2-diamine C(NC=1C(=CC=CC1)N)([2H])([2H])[2H]